OCC1=C(C=CC=C1)NC(C)=O N-(2-(hydroxymethyl)phenyl)acetamide